octadecyl 3-((4-((2-(dimethylamino)ethyl)amino)-3-(2-octyldodecanamido)-4-oxobutyl)thio)propanoate CN(CCNC(C(CCSCCC(=O)OCCCCCCCCCCCCCCCCCC)NC(C(CCCCCCCCCC)CCCCCCCC)=O)=O)C